C12CN(CC2CC1)CCNC(=O)C=1C=C(C(=NC1)C)NC(=O)C=1C=C2C(=NC1)NC(=C2)C=2C=NN(C2)C N-(5-((2-(3-azabicyclo[3.2.0]heptan-3-yl)ethyl)carbamoyl)-2-methylpyridin-3-yl)-2-(1-methyl-1H-pyrazol-4-yl)-1H-pyrrolo[2,3-b]pyridine-5-carboxamide